tert-Butyl 3-(2-{(S)-[(3-ethylisoxazole-4-carbonyl)amino](4-methylcyclohexyl)methyl}-4-fluoro-1H-benzimidazol-5-yl)morpholine-4-carboxylate C(C)C1=NOC=C1C(=O)N[C@H](C1=NC2=C(N1)C=CC(=C2F)C2N(CCOC2)C(=O)OC(C)(C)C)C2CCC(CC2)C